2-(Cyclopropanecarbonylamino)-N-(cyclopropylmethyl)-5-[(4-oxo-1H-pyrimidin-2-yl)amino]-4,5,6,7-tetrahydrobenzothiophene-3-carboxamide C1(CC1)C(=O)NC=1SC2=C(C1C(=O)NCC1CC1)CC(CC2)NC=2NC=CC(N2)=O